4-[1-(2,3-Dichlorophenyl)-1-methyl-ethyl]-6-imidazo[1,5-a]pyridin-6-yl-1,3,5-triazine-2,4-diamine ClC1=C(C=CC=C1Cl)C(C)(C)C1(NC(=NC(=N1)C=1C=CC=2N(C1)C=NC2)N)N